OC[C@@H](C)NC(=O)C=1C=NC(=C(C1)C1=NN(C=N1)C)OC1=CC=C(C=C1)C(F)(F)F N-[(2R)-1-hydroxypropan-2-yl]-5-(1-methyl-1H-1,2,4-triazol-3-yl)-6-[4-(trifluoromethyl)phenoxy]pyridine-3-carboxamide